ClC=1C=C(C=CC1OCC\C=C\CCOC1=C(C=C(C=C1Cl)CCC(=O)OC)Cl)C=1OC2=C(N1)C=CC(=C2)C(=O)OC methyl 2-[3-chloro-4-[(E)-6-[2,6-dichloro-4-(3-methoxy-3-oxo-propyl)phenoxy]hex-3-enoxy]phenyl]-1,3-benzoxazole-6-carboxylate